myristyl L-lactate C([C@@H](O)C)(=O)OCCCCCCCCCCCCCC